5-oxa-2,8-diazaspiro[3.5]nonane hydrochloride Cl.C1NCC12OCCNC2